C1(CCC1)C1CC2(C1)N(C(N(C2=O)C2=CN=CC1=CC=CC=C21)=O)CC#N 2-(2-cyclobutyl-7-(isoquinolin-4-yl)-6,8-dioxo-5,7-diazaspiro[3.4]octane-5-yl)acetonitrile